(2S)-2-(9H-fluoren-9-ylmethoxycarbonylamino)butanoic acid C1=CC=CC=2C3=CC=CC=C3C(C12)COC(=O)N[C@H](C(=O)O)CC